C[C@@]1(CC(C2=CC=CC=C12)=O)CC1=C(NC2=CC=CC=C12)C1=CC=CC=C1 (S)-3-methyl-3-((2-phenyl-1H-indol-3-yl)methyl)-2,3-dihydro-1H-inden-1-one